N-[9-[(2r,3r,4s,5r)-3,4-dihydroxy-5-(hydroxymethyl)oxocyclopent-2-yl]-6-oxo-6,9-dihydro-1H-purin-2-yl]-2-methylpropanamide O[C@@H]1[C@H](C([C@@H]([C@@H]1O)CO)=O)N1C=2N=C(NC(C2N=C1)=O)NC(C(C)C)=O